COC([C@H](NC([C@@H](NC(=O)OCC1=CC=CC=C1)CO)=O)C)=O ((benzyloxy)carbonyl)-L-seryl-D-alanine methyl ester